(isocyanatomethylthio)methane N(=C=O)CSC